CN1CCN(CC1)CCOC=1C=NC(=NC1)NC1CCC(CC1)OC1=NC(=CC=2N1N=CN2)N2CCOCC2 5-[2-(4-methylpiperazin-1-yl)ethoxy]-N-[4-[(7-morpholino-[1,2,4]triazolo[1,5-c]pyrimidin-5-yl)oxy]cyclohexyl]pyrimidin-2-amine